2-methoxy-N-(2-nitro-5-thiophenyl)phenylacetamide COC1=C(C=CC=C1)CC(=O)NC1=CC=C(S1)[N+](=O)[O-]